2-(3-acetyl-5-(pyridin-3-ylethynyl)-1H-indol-1-yl)-N-(2-((3-chloro-2-fluorophenylmethyl)amino)-2-oxoethyl)-N-isopropylacetamide C(C)(=O)C1=CN(C2=CC=C(C=C12)C#CC=1C=NC=CC1)CC(=O)N(C(C)C)CC(=O)NCC1=C(C(=CC=C1)Cl)F